rac-1-(tert-butoxycarbonyl)-4-((5-fluoropyridin-3-yl)methyl)piperidine-4-carboxylic acid C(C)(C)(C)OC(=O)N1CCC(CC1)(C(=O)O)CC=1C=NC=C(C1)F